2-chloro-N-(1-(5-(3-cyano-6-((3-fluoroazetidin-3-yl)methoxy)pyrazolo[1,5-a]pyridin-4-yl)pyrazin-2-yl)-4-methylpiperidin-4-yl)-6-methylbenzamide ClC1=C(C(=O)NC2(CCN(CC2)C2=NC=C(N=C2)C=2C=3N(C=C(C2)OCC2(CNC2)F)N=CC3C#N)C)C(=CC=C1)C